[NH4+].ClC1=CC(=C(C=C1)[C@@]1(OC2=C(O1)C=CC=C2C2CCN(CC2)CC2=NC1=C(N2C[C@H]2OCC2)C=C(C=C1)C(=O)O)C)F 2-({4-[(2S)-2-(4-chloro-2-fluorophenyl)-2-methyl-1,3-benzodioxol-4-yl]piperidin-1-yl}methyl)-1-[(2S)-oxetan-2-ylmethyl]-1H-benzimidazole-6-carboxylic acid ammonium